ethyl 7-chloro-6-(5-fluoro-2-(((3s,4r)-3-hydroxytetrahydro-2H-pyran-4-yl) amino) pyrimidin-4-yl)-4-isopropylquinoline-3-carboxylate ClC1=C(C=C2C(=C(C=NC2=C1)C(=O)OCC)C(C)C)C1=NC(=NC=C1F)N[C@H]1[C@@H](COCC1)O